N-cyclopentyl-5-(5-fluoro-2-((5-morpholinopyridin-2-yl)amino)pyrimidin-4-yl)-4-methylthiazol-2-amine C1(CCCC1)NC=1SC(=C(N1)C)C1=NC(=NC=C1F)NC1=NC=C(C=C1)N1CCOCC1